1-[2-chloro-4-(trifluoromethyl)phenyl]-4-[6-(2-methoxythiophen-3-yl)pyridin-3-yl]-N-[(3S)-1-methylpyrrolidin-3-yl]piperidine-4-carboxamide ClC1=C(C=CC(=C1)C(F)(F)F)N1CCC(CC1)(C(=O)N[C@@H]1CN(CC1)C)C=1C=NC(=CC1)C1=C(SC=C1)OC